5-bromo-4-methyl-2,3-dihydro-1H-inden-1-one BrC=1C(=C2CCC(C2=CC1)=O)C